trans-2-Hexylacetat C(CCCCC)CC(=O)[O-]